CN1CC(C1)(C)[C@@](C=1C=C(N=NC1)N1C(C(CC1)C(C)C)=O)(C1=CC=C(C=C1)C(C)C)O 1-{5-[(R)-(1,3-dimethyl-azetidin-3-yl)-hydroxy-(4-isopropyl-phenyl)-methyl]-pyridazin-3-yl}-3-isopropyl-pyrrolidin-2-one